C(#N)CC1(CC1)CN1C=NC=C1 3-((1-(cyanomethyl)cyclopropyl)methyl)-3H-imidazole